CC1=C(CNC=2C=3N(C=C(C2)C(=O)O)C(=C(N3)C)C)C(=CC=C1)C 8-(2,6-dimethylbenzylamino)-2,3-dimethylimidazo[1,2-a]pyridin-6-carboxylic acid